C(CCC)[Sn](C#C)(CCCC)CCCC tributyl-(ethynyl)stannane